NCCOCCOCCOCC#CC1=C2C(N(C(C2=CC=C1)=O)C1C(NC(CC1)=O)=O)=O 4-(3-(2-(2-(2-Aminoethoxy)ethoxy)ethoxy)prop-1-yn-1-yl)-2-(2,6-dioxopiperidin-3-yl)isoindoline-1,3-dione